C(=C)C1=CC2=C(CCO2)C=C1 6-vinyl-2,3-dihydrobenzofuran